5-[[2-[(2R,5S)-5-methyl-2-[2-(1-methyl-4-piperidyl)-1,3-Benzothiazol-5-Yl]-1-piperidyl]-2-oxo-acetyl]amino]pyridine-3-carboxamide C[C@H]1CC[C@@H](N(C1)C(C(=O)NC=1C=C(C=NC1)C(=O)N)=O)C=1C=CC2=C(N=C(S2)C2CCN(CC2)C)C1